2-Fluoro-N-(6-(5-methylbenzothiazol-6-yl)imidazo[1,2-a]pyridin-2-yl)cyclopropanecarboxamide FC1C(C1)C(=O)NC=1N=C2N(C=C(C=C2)C2=CC3=C(N=CS3)C=C2C)C1